C(C)(C)N1C(CCC1)CCS 2-(1-isopropylpyrrolidin-2-yl)ethanethiol